C(#N)C1=C(CN2C[C@@H](N(C[C@H]2C)C2=CC(N(C=3C=CC(=NC23)C#N)C)=O)C)C=CC(=C1)OC(F)(F)F 8-((2s,5r)-4-(2-cyano-4-(trifluoromethoxy)benzyl)-2,5-dimethylpiperazin-1-yl)-5-methyl-6-oxo-5,6-dihydro-1,5-naphthyridine-2-carbonitrile